4-[3-[2,6-Dichloro-4-[(1S,4s,6R)-6-methoxy-1-methyl-2-azaspiro[3.3]heptan-2-yl]benzoyl]-2,4-dihydro-1,3-benzoxazin-8-yl]-5-fluoro-2-(3-oxa-8-azabicyclo[3.2.1]octan-8-yl)benzoic acid ClC1=C(C(=O)N2COC3=C(C2)C=CC=C3C3=CC(=C(C(=O)O)C=C3F)N3C2COCC3CC2)C(=CC(=C1)N1[C@H](C2(C1)CC(C2)OC)C)Cl